NC=1NC(C(=C(N1)N)NC(=O)NC=1C=CC(=NC1)C(=O)N[C@H](C(=O)O)CCC1=CC=CC=C1)=O (2S)-2-[(5-{[(2,4-diamino-6-oxo-1,6-dihydropyrimidin-5-yl)carbamoyl]amino}pyridin-2-yl)formamido]-4-phenylbutanoic acid